CN(C1CN(CC1)C1CCNCC1)C 4-(3-(dimethylamino)pyrrolidin-1-yl)piperidin